2,2-dimethyl-3-phenylpropionamide CC(C(=O)N)(CC1=CC=CC=C1)C